C(C)C12OC(N(C1=O)C2)=O 4-ethyl-3-oxa-1-azabicyclo[2.1.1]hexane-2,5-dione